COC=1C=C(COC(CN2C=NC=C2)C2=CC=C(C=C2)C(F)(F)F)C=CC1 1-(2-((3-methoxybenzyl)oxy)-2-(4-trifluoromethylphenyl)ethyl)-1H-imidazole